2-(((2-(1-Methyl-1H-pyrazol-4-yl)-6-(trifluoromethyl)pyridin-4-yl)thio)methyl)-5-phenoxy-1H-benzo[d]imidazole CN1N=CC(=C1)C1=NC(=CC(=C1)SCC1=NC2=C(N1)C=CC(=C2)OC2=CC=CC=C2)C(F)(F)F